3-{[(2S)-5,5-dimethyl-1,4-dioxan-2-yl]methoxy}pyridin CC1(OC[C@@H](OC1)COC=1C=NC=CC1)C